FC=1C=C(C=CC1F)C1CC(N(C1)CN1C=NC=C1)=O 4-(3,4-difluorophenyl)-1-(1H-imidazol-1-ylmethyl)pyrrolidin-2-one